N-(4,4-difluoro-6,7-dihydro-5H-pyrazolo[1,5-a]pyridin-2-yl)-3-[2-[5-[3-(dimethylamino)pyrrolidin-1-yl]-3-pyridyl]ethynyl]-4-methyl-benzamide FC1(C=2N(CCC1)N=C(C2)NC(C2=CC(=C(C=C2)C)C#CC=2C=NC=C(C2)N2CC(CC2)N(C)C)=O)F